2-(1-(4-fluorophenoxy)ethyl)-5-(1H-tetrazol-5-yl)pyridine FC1=CC=C(OC(C)C2=NC=C(C=C2)C2=NN=NN2)C=C1